N-(3-(Piperidin-1-yl)propyl)-2-(((8-((4-(trifluoromethyl)phenyl)sulfonamido)quinolin-2-yl)methyl)amino)acetamide di-trifluoroacetate FC(C(=O)O)(F)F.FC(C(=O)O)(F)F.N1(CCCCC1)CCCNC(CNCC1=NC2=C(C=CC=C2C=C1)NS(=O)(=O)C1=CC=C(C=C1)C(F)(F)F)=O